2-oxo-2-((cyclohexylmethyl)amino)ethyl acrylate C(C=C)(=O)OCC(NCC1CCCCC1)=O